C(C)(C)(C)OC(=O)NC(C(=O)O)C 2-(tert-butoxycarbonylamino)-propanoic acid